γ-glycidoxypropyl-methoxydiethylsilane C(C1CO1)OCCC[Si](CC)(CC)OC